N-((S)-1-(4-fluorophenyl)ethyl)-2-(1-methylpiperidin-2-yl)acetamide FC1=CC=C(C=C1)[C@H](C)NC(CC1N(CCCC1)C)=O